N-[(1r,4r)-4-[(3-chloro-4-cyanophenyl)oxy]cyclohexyl]-1,2-diazine-3-carboxamide ClC=1C=C(C=CC1C#N)OC1CCC(CC1)NC(=O)C=1N=NC=CC1